4-(2,5-difluorophenyl)-2-(3-(trifluoromethyl)tetrahydro-2H-pyran-4-yl)pyridin-3-amine formate C(=O)O.FC1=C(C=C(C=C1)F)C1=C(C(=NC=C1)C1C(COCC1)C(F)(F)F)N